decahydro-1,4:5,8-Di-methanonaphthalene-2,3,6,7-tetracarboxylic acid C12C(C(C(C3C4C(C(C(C13)C4)C(=O)O)C(=O)O)C2)C(=O)O)C(=O)O